methyl-3-((6-amino-5-carbamoyl-4'-sulfamoyl-[1,1'-biphenyl]-3-yl)amino)benzoic acid CC1=C(C(=O)O)C=CC=C1NC=1C=C(C(=C(C1)C(N)=O)N)C1=CC=C(C=C1)S(N)(=O)=O